1-{2-[(cyanomethyl)(methyl)amino]ethyl}-4-[3-(1-ethyl-3-methyl-1H-pyrazol-5-yl)-1H-1,2,4-triazol-5-yl]-1H-indazole-6-carboxamide C(#N)CN(CCN1N=CC2=C(C=C(C=C12)C(=O)N)C1=NC(=NN1)C1=CC(=NN1CC)C)C